(S)-phenylethanamine C1(=CC=CC=C1)[C@H](C)N